2-(2-(2,6-dioxopiperidin-3-yl)-2H-indazol-4-yl)acetaldehyde O=C1NC(CCC1N1N=C2C=CC=C(C2=C1)CC=O)=O